N-(1,2-dimyristoxyprop-3-yl)-N,N-dimethyl-hydroxyethyl-ammonium bromide [Br-].C(CCCCCCCCCCCCC)OCC(C[N+](C)(C)CCO)OCCCCCCCCCCCCCC